C[C@H](O)[C@H](O)[C@H](O)CO 1-Deoxy-d-ribitol